2,6-dichloro-N-[2-(dimethylamino)ethyl]pyridine-4-carboxamide ClC1=NC(=CC(=C1)C(=O)NCCN(C)C)Cl